N4-(3-methylsulfonylphenyl)-N2-(piperidin-3-yl)-5-(trifluoromethyl)pyrimidin-2,4-diamine CS(=O)(=O)C=1C=C(C=CC1)NC1=NC(=NC=C1C(F)(F)F)NC1CNCCC1